OC(C(=O)OCC)(C)C ethyl hydroxy-2-methylpropionate